C(C)(C)(C)OC([C@H](CCN(CCCCC1=NC=2NCCCC2C=C1)CCNC(C)=O)NC1=NC2=CC=CC=C2N=C1)=O (S)-4-((2-acetamidoethyl)(4-(5,6,7,8-tetrahydro-1,8-naphthyridin-2-yl)butyl)amino)-2-(quinoxalin-2-ylamino)butanoic acid tert-butyl ester